NC=1C(=CSC1N)C(=O)OC methyl 4,5-diaminothiophene-3-carboxylate